[Ti].[Mg].N1=CC(=CC=C1)C(C)=O 3-pyridyl-ethanone MAGNESIUM-TITANIUM